(S)-2-amino-2,4-dimethylpentan-1-ol benzoate C(C1=CC=CC=C1)(=O)OC[C@@](CC(C)C)(C)N